C(CC=C)OC1=C(C=C(C=C1OC)[C@@H](C(=O)N1[C@H](CCCC1)C(=O)O[C@@H](CCC1=CC(=C(C=C1)OC)OC)C1=CC(=CC=C1)OCC=C)C1CCCCC1)OC (S)-(R)-1-(3-(allyloxy)phenyl)-3-(3,4-dimethoxyphenyl)propyl 1-((S)-2-(4-(but-3-en-1-yloxy)-3,5-dimethoxyphenyl)-2-cyclohexylacetyl)piperidine-2-carboxylate